3-[(6-{6,6-difluoro-3-azabicyclo[3.1.0]hexan-3-yl}-2-methylpyridin-3-yl)(hydroxy)methyl]-1-methyl-1H-pyrazole-5-carboxylic acid FC1(C2CN(CC12)C1=CC=C(C(=N1)C)C(C1=NN(C(=C1)C(=O)O)C)O)F